(E)-3-(4-chloro-2-fluorophenyl)-N-((S)-3-cyclopropyl-1-(((S)-1-hydroxy-3-((S)-2-oxopyrrolidin-3-yl)propan-2-yl)amino)-1-oxopropan-2-yl)acrylamide ClC1=CC(=C(C=C1)/C=C/C(=O)N[C@H](C(=O)N[C@H](CO)C[C@H]1C(NCC1)=O)CC1CC1)F